COC=1C=C(C=CC1OC)C1=NOC(=N1)C1CCN(CC1)C(CN(C(C1=CC=CC=C1)=O)C)=O N-[2-[4-[3-(3,4-dimethoxyphenyl)-1,2,4-oxadiazol-5-yl]-1-piperidyl]-2-oxo-ethyl]-N-methyl-benzamide